CC1=CC(CC=C1)(CCC)CCC 2-methyl-6,6-di-n-propyl-1,3-cyclohexadiene